N,3-dimethyl-5-nitropyridin-2-amine CNC1=NC=C(C=C1C)[N+](=O)[O-]